NC1=NC=CC(=C1F)CC=1C(=C(C(=C(C(=O)NCC#C)C1)NC1=C(C=C(C=C1)I)F)F)F 5-((2-amino-3-fluoropyridin-4-yl)methyl)-3,4-difluoro-2-((2-fluoro-4-iodophenyl)amino)-N-(prop-2-yn-1-yl)benzamide